N-butyl-2-(isothiazol-4-ylamino)-5-methyl-thiazole-4-carboxamide C(CCC)NC(=O)C=1N=C(SC1C)NC=1C=NSC1